1-hexadecanoyl-sn-glycero-2-phosphocholine C(CCCCCCCCCCCCCCC)(=O)OC[C@@H](OP(=O)([O-])OCC[N+](C)(C)C)CO